5-hydroxy-2,7-dimethyl-3,4-dihydroisoquinolin-1(2H)-one OC1=C2CCN(C(C2=CC(=C1)C)=O)C